2-(1,3-dimethyl-2,6-dioxo-1,2,3,6-tetrahydropurin-7-yl)-N-{4-[1-(4-trifluoromethylphenyl)-1H-[1,2,3]triazol-4-yl]phenyl}acetamide CN1C(N(C=2N=CN(C2C1=O)CC(=O)NC1=CC=C(C=C1)C=1N=NN(C1)C1=CC=C(C=C1)C(F)(F)F)C)=O